FC(CCC1CN(C2=C(S(C1(F)F)(=O)=O)C=C(C(=C2)C(F)(F)F)OCC2(CC2)C(=O)OCC)C2=CC=C(C=C2)F)(C)F ethyl 1-(((3-(3,3-difluorobutyl)-2,2-difluoro-5-(4-fluorophenyl)-1,1-dioxido-7-(trifluoromethyl)-2,3,4,5-tetrahydrobenzo[b][1,4]thiazepin-8-yl)oxy)methyl)cyclopropane-1-carboxylate